C12(CC3CC(CC(C1)C3)C2)NCCCCCC2=C3C(N(C(=NC3=CC=C2)C)N2C(CCCC2=O)=O)=O (5-(5-(((3s,5s,7s)-adamantan-1-yl)amino)pentyl)-2-methyl-4-oxoquinazolin-3(4H)-yl)piperidine-2,6-dione